C(C)(C)(C)OC(=O)N[C@H](C(=O)O)CC1C(NC2=CC=CC=C12)=O (2S)-2-(tert-butoxycarbonylamino)-3-(2-oxoindolin-3-yl)propionic acid